ClC=1C(=NC=C(C1)F)OCC(C(=O)NC1CCN(CC1)C)(C)C 3-((3-chloro-5-fluoropyridin-2-yl)oxy)-2,2-dimethyl-N-(1-methylpiperidin-4-yl)propionamide